CC1(OCC(O1)CNO)C ((2,2-dimethyl-1,3-dioxolan-4-yl)methyl)hydroxylamine